(E)-(3-(N-((1,2,3,5,6,7-hexahydro-s-indacen-4-yl)carbamoyl)sulfamoyl)allyl)carbamic acid tert-butyl ester C(C)(C)(C)OC(NC\C=C\S(NC(NC1=C2CCCC2=CC=2CCCC12)=O)(=O)=O)=O